C[N+](COC)(C)C N,N,N-trimethyl-N-methoxymethylammonium